4-(3-isothiocyanatopropyl)morpholine N(=C=S)CCCN1CCOCC1